COCCOC1=C(C=C2C(N=CNC2=C1)=O)[N+](=O)[O-] 7-(2-methoxyethoxy)-6-nitroquinazolin-4(1H)-one